2,4-dihydroxy-5-isopropyl-N-(1H-pyrrolo[2,3-b]pyridin-5-yl)benzamide OC1=C(C(=O)NC=2C=C3C(=NC2)NC=C3)C=C(C(=C1)O)C(C)C